C1(CC1)NC(=O)C1=CN(C(C(=C1NC1=C(C=C(C=C1)I)F)C)=O)CC1=C(C(=NC=C1)NS(NC)(=O)=O)F N-Cyclopropyl-4-(2-fluoro-4-iodoanilino)-1-[[3-Fluoro-2-(methylsulfamoylamino)pyridin-4-yl]Methyl]-5-Methyl-6-oxopyridin-3-carboxamide